2-(methylsulfonyl)-8-(2-(6-(trifluoromethyl)imidazo[1,2-a]pyridin-3-yl)pyrimidin-4-yl)-5-oxa-2,8-diazaspiro[3.5]nonane CS(=O)(=O)N1CC2(C1)OCCN(C2)C2=NC(=NC=C2)C2=CN=C1N2C=C(C=C1)C(F)(F)F